1-(4-(6-((4-(6-(1H-Pyrazol-4-yl)imidazo[1,2-a]pyridin-3-yl)pyrimidin-2-yl)amino)pyridin-3-yl)piperazin-1-yl)ethan-1-one N1N=CC(=C1)C=1C=CC=2N(C1)C(=CN2)C2=NC(=NC=C2)NC2=CC=C(C=N2)N2CCN(CC2)C(C)=O